3-methyl-2-oxo-2,3-dihydro-1,3-benzoxazole-6-sulfonyl chloride CN1C(OC2=C1C=CC(=C2)S(=O)(=O)Cl)=O